4-((1s,3s)-3-((tert-butyldimethylsilyl)oxy)cyclobutyl)benzo[d]thiazole-5-carbonitrile [Si](C)(C)(C(C)(C)C)OC1CC(C1)C1=C(C=CC2=C1N=CS2)C#N